ClC1=CC=C(C=C1)[C@@H](NC(=O)[C@@H]1CNC(O1)=O)C=1N=C(OC1)C(F)(F)F |o1:7| (S)-N-((R or S)-(4-chlorophenyl)(2-(trifluoromethyl)oxazol-4-yl)methyl)-2-oxooxazolidine-5-carboxamide